rac-5-[[2-[(2S,5R)-5-methyl-2-(7-oxo-6,8-dihydro-5H-1,8-Naphthyridin-3-yl)-1-piperidyl]-2-oxo-acetyl]amino]pyridine-3-carboxamide C[C@@H]1CC[C@H](N(C1)C(C(=O)NC=1C=C(C=NC1)C(=O)N)=O)C=1C=NC=2NC(CCC2C1)=O |r|